(rac)-N-methyl-N-((1S,3R)-3-((6-(1-methyl-1H-pyrazol-4-yl)pyrazolo[1,5-a]pyrazin-4-yl)oxy)cyclohexyl)acrylamide CN(C(C=C)=O)[C@@H]1C[C@@H](CCC1)OC=1C=2N(C=C(N1)C=1C=NN(C1)C)N=CC2 |r|